C(N)(=O)C=1C=CC(=NC1C1=CC=C(C=C1)C(=O)OC)C1=CCN(CC1)C(=O)OC(C)(C)C tert-butyl 4-(5-carbamoyl-6-(4-(methoxycarbonyl)phenyl)pyridin-2-yl)-5,6-dihydropyridine-1(2H)-carboxylate